N(=[N+]=[N-])CC1=NOC(=C1)CN=[N+]=[N-] 3,5-diazidomethylisoxazole